5-amino-1-[1-(chloromethyl)-2-hydroxy-ethyl]-3-[4-[[(2-methoxybenzoyl)amino]methyl]phenyl]pyrazole-4-carboxamide NC1=C(C(=NN1C(CO)CCl)C1=CC=C(C=C1)CNC(C1=C(C=CC=C1)OC)=O)C(=O)N